C(C)(C)C1=CC=C(\C=N\C(=O)N)C=C1 (E)-1-(4-isopropylbenzylidene)urea